ethyl 4-chloro-2-(4-(3,3-dimethylbutoxy)phenyl)-6-methylpyrimidine-5-carboxylate ClC1=NC(=NC(=C1C(=O)OCC)C)C1=CC=C(C=C1)OCCC(C)(C)C